ClC=1C=NC(=NC1)[C@H]([C@H](C)S(=O)(=O)NC1=NN=C(N1C1(CC1)C)COC)OC (1R,2S)-1-(5-chloropyrimidin-2-yl)-1-methoxy-N-(5-(methoxymethyl)-4-(1-methylcyclopropyl)-4H-1,2,4-triazol-3-yl)propane-2-sulfonamide